5-(4-amino-2-{4-[(2-fluoroacrylamino)]phenyl}-7-(formylethynyl)-1-methylpyrrolo[3,2-c]pyridin-3-yl)-3-chloro-N-(2,2,2-trifluoroethyl)pyridine-2-carboxamide NC1=NC=C(C2=C1C(=C(N2C)C2=CC=C(C=C2)NC(=O)C(=C)F)C=2C=C(C(=NC2)C(=O)NCC(F)(F)F)Cl)C#CC=O